tert-butyl (2S,3S,5S)-2-fluoro-3-{[3-(6-methoxy-3-methyl-4-oxoquinazolin-7-yl)-1,2,4-triazin-6-yl](methyl)amino}-8-azabicyclo[3.2.1]octane-8-carboxylate F[C@@H]1C2CC[C@@H](C[C@@H]1N(C)C1=CN=C(N=N1)C1=C(C=C3C(N(C=NC3=C1)C)=O)OC)N2C(=O)OC(C)(C)C